2,6-bis((S)-1-cyclopropylethyl)aniline C1(CC1)[C@H](C)C1=C(N)C(=CC=C1)[C@@H](C)C1CC1